3-Aminobicyclo[2.2.1]heptane-2-carboxamide NC1C(C2CCC1C2)C(=O)N